C1(CC1)/C=C/C=1C=C(C=CC1)[C@@H](C)NC1=NC(=NC2=CC(=C(C=C12)OC)OC)C N-[(1R)-1-{3-[(E)-2-cyclopropylethenyl]-phenyl}ethyl]-6,7-dimethoxy-2-methylquinazolin-4-amine